methyl 4-bromo-5-chloro-2-(diethylamino)benzoate BrC1=CC(=C(C(=O)OC)C=C1Cl)N(CC)CC